CC1CC(C2CCC1N2C2=NN=NN2)N 4-methyl-8-(1H-1,2,3,4-tetrazol-5-yl)-8-azabicyclo[3.2.1]octan-2-amine